2-[[7-amino-4-(7-isopropyl-1H-indazol-5-yl)-1-oxo-isoindolin-2-yl]methyl]prop-2-enamide NC=1C=CC(=C2CN(C(C12)=O)CC(C(=O)N)=C)C=1C=C2C=NNC2=C(C1)C(C)C